tetramethyldiphenylsilane CC=1C(=C(C(=C(C1)[SiH2]C1=CC=CC=C1)C)C)C